1,1,1-tri-(hydroxymethyl)ethane OCC(C)(CO)CO